5-isopropyl-N-[1-methyl-5-(2-pyridyl)-1,2,4-triazol-3-yl]-4-(trifluoromethyl)pyridin-2-amine C(C)(C)C=1C(=CC(=NC1)NC1=NN(C(=N1)C1=NC=CC=C1)C)C(F)(F)F